NC1=CC=C(C=C1)CCNC(C1=CC=C(C=C1)C1=NNC(=C1)C1=CC(=CC=C1)C(F)(F)F)=O N-(4-aminophenylethyl)-4-(5-(3-(trifluoromethyl)phenyl)-1H-pyrazol-3-yl)benzamide